C(C)(C)(C)OC(=O)N1CCC(CC1)COCC#C 4-((prop-2-yn-1-yloxy)methyl)piperidine-1-carboxylic acid tert-butyl ester